Cl.CO[C@@H]1C[C@@H](CC1)N |r| rac-(1R,3S)-3-methoxycyclopentan-1-amine hydrochloride